6-(bromomethyl)-5-chloro-2,1,3-benzothiadiazole BrCC=1C(=CC=2C(=NSN2)C1)Cl